CC=1C=C2C=CCC2=CC1C 5,6-dimethyl-1H-indene